ClC1=C(C=CC(=C1)OC1=CC=C(C=C1)Cl)C(C(=O)OC)(CN1N=CN=C1)O methyl 2-[2-chloro-4-(4-chloro-phenoxy)phenyl]-2-hydroxy-3-(1,2,4-triazol-1-yl)propanoate